3,3,5-trimethylcyclohexylmethacrylate CC1(CC(CC(C1)C)OC(C(=C)C)=O)C